1,2-bis(methoxysilyl)hexane CO[SiH2]CC(CCCC)[SiH2]OC